N-butyl-N'-(4-hydroxytetrahydropyran-3-yl)oxamide C(CCC)NC(=O)C(=O)NC1COCCC1O